bromo-4-propoxy-9H-thioxanthen-9-one BrC1=CC=C(C=2SC3=CC=CC=C3C(C12)=O)OCCC